(±)-cis-N-(8-amino-6-(2-methoxy-5-methylpyridin-4-yl)-2,7-naphthyridine-3-yl)-2-fluorocyclopropanecarboxamide NC=1N=C(C=C2C=C(N=CC12)NC(=O)[C@H]1[C@H](C1)F)C1=CC(=NC=C1C)OC |r|